C(C)(=O)N1CCC(CC1)NC1=CC=C2CCN(C(C2=C1)=O)CC(CN1CC2=CC=CC=C2CC1)O[Si](C)(C)C(C)(C)C 7-((1-acetylpiperidin-4-yl)amino)-2-(2-((tert-butyldimethylsilyl)oxy)-3-(3,4-dihydroisoquinolin-2(1H)-yl)propyl)-3,4-dihydroisoquinolin-1(2H)-one